FC1=C(C=CC(=C1)OC1=CC=CC=C1)C1=NC2=CC(=C(C=C2C(=N1)N)OC)OCC1CCN(CC1)C (2-fluoro-4-phenoxyphenyl)-6-methoxy-7-((1-methylpiperidin-4-yl)methoxy)quinazolin-4-amine